CS(=O)(=O)C1=CC(=C(C=C1)NCC#CC1=NN2C(C=CC=C2NC2CCNCC2)=C1SC(F)(F)F)OC N-(2-{3-[(4-methanesulfonyl-2-methoxyphenyl)amino]prop-1-yn-1-yl}-3-[(trifluoromethyl)sulfanyl]pyrazolo[1,5-a]pyridin-7-yl)piperidin-4-amine